Tert-butyl 3-((3-(4-(4-amino-3-(4-phenoxyphenyl)-1H-pyrazolo[3,4-d]pyrimidin-1-yl)piperidin-1-yl)-[1,3'-biazetidin]-1'-yl)methyl)azetidine-1-carboxylate NC1=C2C(=NC=N1)N(N=C2C2=CC=C(C=C2)OC2=CC=CC=C2)C2CCN(CC2)C2CN(C2)C2CN(C2)CC2CN(C2)C(=O)OC(C)(C)C